N1N=CC(=C1)C1=C2C=NNC2=C(C=C1)C1=C(C(=C(C=C1)N(C1CC(NC(C1)(C)C)(C)C)C)F)F N-(4-(4-(1H-pyrazol-4-yl)-1H-indazol-7-yl)-2,3-difluorophenyl)-N,2,2,6,6-pentamethylpiperidin-4-amine